(R)-tert-butyl 3-(3-(3-bromo-2-methylphenoxy)propyl)piperidine-1-carboxylate BrC=1C(=C(OCCC[C@@H]2CN(CCC2)C(=O)OC(C)(C)C)C=CC1)C